CC=1C(=NOC1C)N(S(=O)(=O)C=1C(=CC=CC1)C1=C(C=CC=C1)COCC)COC N-(4,5-dimethylisoxazol-3-yl)-2'-(ethoxymethyl)-N-(methoxymethyl)-[1,1'-biphenyl]-2-sulfonamide